(isopropylcyclopentadienyl)tris(dimethylamino)hafnium C(C)(C)C1(C=CC=C1)[Hf](N(C)C)(N(C)C)N(C)C